(S)-N-((E)-(6-chloro-1-(cis-3-(ethylsulfonyl)cyclobutoxy)-2,7-naphthyridin-4-yl)methylene)-2-methylpropan-2-sulfinamide ClC=1C=C2C(=CN=C(C2=CN1)O[C@@H]1C[C@@H](C1)S(=O)(=O)CC)\C=N\[S@@](=O)C(C)(C)C